NC1=C(C=O)C=CC(=N1)C 2-amino-6-methylnicotinaldehyde